3-oxo-L-alanine O=C[C@H](N)C(=O)O